tert-Butyl-2-oxo-5-(4-((4-((5-(trifluoromethyl)pyridin-2-yl)amino)piperidin-1-yl)sulfonyl)phenyl)spiro[indoline-3,4'-piperidine]-1'-carboxylate C(C)(C)(C)OC(=O)N1CCC2(CC1)C(NC1=CC=C(C=C12)C1=CC=C(C=C1)S(=O)(=O)N1CCC(CC1)NC1=NC=C(C=C1)C(F)(F)F)=O